C1=CC23OP(=O)(O2)OS345(C=C1)OP(=O)(O4)O5 Thiainindiphosphat